4-[(3S)-3-amino-3-methylpyrrolidin-1-yl]-N-(3,5-dimethylphenyl)-2'-methyl-[3,4'-bipyridine]-5-carboxamide N[C@@]1(CN(CC1)C1=C(C=NC=C1C(=O)NC1=CC(=CC(=C1)C)C)C1=CC(=NC=C1)C)C